N[C@@H](C(=O)NCCCC[C@@H](C(=O)OC(C)(C)C)NC(=O)N[C@@H](CCC(=O)OC(C)(C)C)C(=O)OC(C)(C)C)CC1=CC=CC=C1 di-tert-butyl (((S)-6-((R)-2-amino-3-phenylpropanamido)-1-(tert-butoxy)-1-oxohexan-2-yl)carbamoyl)-L-glutamate